2-[6-amino-5-(1,4,6,7-tetrahydropyrazolo[4,3-c]pyridin-5-yl)pyridazin-3-yl]phenol NC1=C(C=C(N=N1)C1=C(C=CC=C1)O)N1CC2=C(CC1)NN=C2